C(C1=CC=CC=C1)OC(=O)N1C[C@@H](CCC1)N (R)-N-benzyloxycarbonyl-3-aminopiperidine